C(C1=CC(OC)=C(O)C=C1)(=O)[O-].[Zn+2].C(C1=CC(OC)=C(O)C=C1)(=O)[O-] Zinc vanillate